FC=1C=C2C(=CNC2=CC1F)NC(C(=O)NC1=CC(=C(C=C1)OC(F)(F)F)C)=O N-(5,6-difluoro-1H-indol-3-yl)-N'-[3-methyl-4-(trifluoromethoxy)phenyl]ethanediamide